N-((1S,2S,3R)-8'-bromo-2-fluoro-3-methyl-4'H-spiro[cyclopropane-1,5'-naphtho[2,1-d]isoxazol]-3'-yl)-2,6-dimethoxybenzenesulfonamide BrC1=CC=C2[C@@]3(CC=4C(=NOC4C2=C1)NS(=O)(=O)C1=C(C=CC=C1OC)OC)[C@H]([C@@H]3C)F